2-chloro-5-{[(2,2-dimethylpropionyl)amino]methyl}-N-{1-[3-(propan-2-yloxy)phenyl]-1H-indazol-4-yl}benzamide ClC1=C(C(=O)NC2=C3C=NN(C3=CC=C2)C2=CC(=CC=C2)OC(C)C)C=C(C=C1)CNC(C(C)(C)C)=O